C(C)OC(C1=NC(=CC=C1Br)C(C)(F)F)=O 3-bromo-6-(1,1-difluoroethyl)picolinic acid ethyl ester